ClC=1C(=CC(=C(C(=O)O)C1)C1CCOC2=CC(=CC=C12)F)C(F)(F)F 5-chloro-2-(7-fluorochroman-4-yl)-4-(trifluoromethyl)benzoic acid